(2S,3R,4E)-2-amino-octadec-4-ene N[C@@H](C)C\C=C\CCCCCCCCCCCCC